[2-hydroxy-4-(trifluoromethoxy)phenyl]-[4-(2-tetrahydropyran-4-yl-3H-imidazo[4,5-b]pyridin-7-yl)-1-piperidyl]methanone OC1=C(C=CC(=C1)OC(F)(F)F)C(=O)N1CCC(CC1)C1=C2C(=NC=C1)NC(=N2)C2CCOCC2